8-((2S,5R)-2,5-diethyl-4-(1-(2-methylthiazolo[5,4-b]pyridin-5-yl)ethyl)piperazin-1-yl)-5-methyl-6-oxo-5,6-dihydroimidazo[1,2-b]pyridazine-2-carbaldehyde O-methyloxime CON=CC=1N=C2N(N(C(C=C2N2[C@H](CN([C@@H](C2)CC)C(C)C2=CC=C3C(=N2)SC(=N3)C)CC)=O)C)C1